C(CCCCC(C)C)OC(C1=CC(=C(C(=C1)C(C)(C)C)O)C(C)(C)C)=O 3,5-di-tert-butyl-4-hydroxy-benzoic acid isooctyl ester